5-((5-(3-(((1r,4r)-4-aminocyclohexyl)oxy)-5-methoxypyridin-4-yl)-1H-pyrazol-3-yl)amino)pyrazine-2-carbonitrile formate salt C(=O)O.NC1CCC(CC1)OC=1C=NC=C(C1C1=CC(=NN1)NC=1N=CC(=NC1)C#N)OC